N1C=C(C2=CC=CC=C12)C[C@@H](C)NC[C@H](C(=O)OC)C methyl (R)-3-(((R)-1-(1H-indol-3-yl) propan-2-yl) amino)-2-methylpropionate